6-[(2-methoxyethoxy)methyl]-1-[[2-(trimethylsilyl)ethoxy]methyl]-1,3-benzodiazole-2-carbaldehyde COCCOCC=1C=CC2=C(N(C(=N2)C=O)COCC[Si](C)(C)C)C1